Diphenyl-silanolate C1(=CC=CC=C1)[SiH]([O-])C1=CC=CC=C1